FC(C1=CC(=C(CCNC(OC(C)(C)C)=O)C=C1F)OC)F Tert-butyl (4-(difluoromethyl)-5-fluoro-2-methoxyphenethyl)carbamate